C(C)(C)N1N=C(C=C1C1C2CC(CC12)O)C1=NC(=NC=C1)C(F)(F)F 6-[2-isopropyl-5-[2-(trifluoromethyl)pyrimidin-4-yl]pyrazol-3-yl]bicyclo[3.1.0]hexan-3-ol